OC1=C(C(=CC(=C1)O)OC)C(\C=C\C1=CC=C(C=C1)C)=O (E)-1-(2,4-Dihydroxy-6-methoxyphenyl)-3-(4-methylphenyl)prop-2-en-1-one